tert-butyl 3-(hydroxymethyl)-3,4-dihydroisoquinoline-2(1H)-carboxylate OCC1N(CC2=CC=CC=C2C1)C(=O)OC(C)(C)C